N=1NC=C2C1CC(C2)C(=O)[O-] 2H,4H,5H,6H-cyclopenta[c]pyrazole-5-carboxylate